N'-[1,4-phenylenedi(methylene)]Bis(stearamide) C1(=CC=C(C=C1)CCCCCCCCCCCCCCCCCCC(=O)N)CCCCCCCCCCCCCCCCCCC(=O)N